C(N)(OC(CO[Si](C1=CC=CC=C1)(C1=CC=CC=C1)C(C)(C)C)COC=1C(=NC=CC1)F)=O (1-((tert-butyldiphenylsilyl) oxy)-3-((2-fluoropyridin-3-yl) oxy) propan-2-yl) carbamate